BrC1=C(C=C2C(=NC(=NC2=C1F)F)N1CC=2N(CCC1)N=C(C2)C(=O)N(C)C)F 5-(7-bromo-2,6,8-trifluoroquinazolin-4-yl)-N,N-dimethyl-5,6,7,8-tetrahydro-4H-pyrazolo[1,5-a][1,4]diazepine-2-carboxamide